1-(o-tolylmethyl)-N-(6S)-2-cyclopropyl-4-methyl-5-oxo-7,8-dihydro-6H-pyrazolo[1,5-a][1,3]diazepin-6-yl-1,2,4-triazole-3-carboxamide C1(=C(C=CC=C1)CN1CC=C2N1CC[C@H](C(N2C)=O)C2=NC(=NN2)C(=O)NC2CC2)C